(7S)-2-((trans-3-(3,4-difluorophenoxy)cyclobutyl)amino)-4,7,8-trimethyl-7,8-dihydropteridin-6(5H)-one FC=1C=C(O[C@@H]2C[C@H](C2)NC2=NC=3N([C@H](C(NC3C(=N2)C)=O)C)C)C=CC1F